ClC=1C=C(C=2N(N1)C(=CN2)C(=O)OCC)N(CC2=CC=C(C=C2)OC)CCO Ethyl 6-chloro-8-[(2-hydroxyethyl)[(4-methoxyphenyl)methyl]amino]imidazo[1,2-b]pyridazine-3-carboxylate